COC1=C(CN(C2=CC(=NC(=N2)C)C(CC=2N=C3N(C=C(C=C3Br)C3CC3)C2)O)CC2=C(C=C(C=C2)OC)OC)C=CC(=C1)OC 1-(6-(bis(2,4-dimethoxybenzyl)amino)-2-methylpyrimidin-4-yl)-2-(8-bromo-6-cyclopropylimidazo[1,2-a]pyridin-2-yl)ethan-1-ol